F[C@@H]1CN(CC[C@@H]1NC1=NN2C(C(=N1)OC)=C(C=C2)C=2C=CC1=C(N(N=N1)CCF)C2)C2(COC2)C#N 3-((3R,4S)-3-fluoro-4-((5-(1-(2-fluoroethyl)-1H-benzo[d][1,2,3]triazol-6-yl)-4-methoxypyrrolo[2,1-f][1,2,4]triazin-2-yl)amino)piperidin-1-yl)oxetane-3-carbonitrile